N1-(4-((4-amino-2-butyl-1H-imidazo[4,5-d]thieno[3,2-b]pyridin-1-yl)methyl)benzyl)ethane-1,2-diamine NC1=C2C(=C3C(=N1)C=CS3)N(C(=N2)CCCC)CC2=CC=C(CNCCN)C=C2